N-(4-chloro-1H-indol-6-yl)-5-(1-phenyl-1H-pyrazol-4-yl)-1H-1,3-benzodiazol-2-amine ClC1=C2C=CNC2=CC(=C1)NC1=NC2=C(N1)C=CC(=C2)C=2C=NN(C2)C2=CC=CC=C2